5-chloro-2-methyl-7-[[4-[1-methyl-4-(trifluoromethyl)imidazol-2-yl]phenyl]methoxy]pyrazolo[4,3-d]pyrimidine ClC=1N=C(C=2C(N1)=CN(N2)C)OCC2=CC=C(C=C2)C=2N(C=C(N2)C(F)(F)F)C